BrC=1C=CC(=NC1)C(F)F 5-Bromo-2-(difluoro-methyl)-pyridine